COC=1C(=C(C#N)C=C(C1)NC1=NC=CC(=N1)NC=1C=NC2=CC=CC=C2C1)OC1CC(C1)N(C)C 3-methoxy-5-[4-(3-quinolylamino)-2-pyrimidinylamino]-2-[(1r,3r)-3-(dimethylamino)cyclobutoxy]benzonitrile